N1=CC=C(C=C1)CNC(C(N1CCC=2C=CC(=NC2C1)NC1=NC=CC=C1)=O)=O N-(pyridin-4-ylmethyl)-2-oxo-2-(2-(pyridin-2-ylamino)-5,6-dihydro-1,7-naphthyridin-7(8H)-yl)acetamide